3',4'-difluoro-2-nitro-1,1'-biphenyl FC=1C=C(C=CC1F)C1=C(C=CC=C1)[N+](=O)[O-]